ClC1=C(C=C(C=C1)[C@H](NC(=O)N1[C@@H](C(NCC1)=O)C)C1=NC(=C(C=C1)F)C(F)(F)F)F (2R)-N-((S)-(4-chloro-3-fluoro-phenyl)(5-fluoro-6-(trifluoromethyl)pyridin-2-yl)methyl)-2-methyl-3-oxopiperazine-1-carboxamide